5-acetyl-1-(2-((2-(3-chloro-2-fluorobenzylamino)-2-oxoethyl)(cyclopropyl)-amino)-2-oxo-ethyl)-1H-indazole-3-carboxamide C(C)(=O)C=1C=C2C(=NN(C2=CC1)CC(=O)N(C1CC1)CC(=O)NCC1=C(C(=CC=C1)Cl)F)C(=O)N